6-fluoro-9H-pyrimido[4,5-b]Indole-7-sulfonamide FC=1C=C2C3=C(NC2=CC1S(=O)(=O)N)N=CN=C3